CC1=NC2=C(C=CC=C2C=C1)O 2-methylquinolin-8-ol